COCC1(C2=CC(=C(C=C2C=2C=C(C(=CC12)C)C)C)C)COC 9,9-bis(methoxymethyl)-2,3,6,7-tetramethylfluorene